C(C)(C)N(P(OCCC#N)=O)C(C)C 2-cyanoethyl N,N-diisopropylphosphonamidate